(4,5-bis(benzyloxy)-2-methylphenyl)methanol C(C1=CC=CC=C1)OC1=CC(=C(C=C1OCC1=CC=CC=C1)CO)C